(2R,4S)-4-[4-amino-5-iodopyrrolo[2,3-d]pyrimidin-7-yl]-2-(methoxymethyl)pyrrolidine-1-carboxylic acid tert-butyl ester C(C)(C)(C)OC(=O)N1[C@H](C[C@@H](C1)N1C=C(C2=C1N=CN=C2N)I)COC